ClC1=CC(=C2C(=N1)C(=NN2CC(F)(F)F)C2=CC=NN2C2OCCCC2)N2[C@@H](C[C@@H](CC2)O)C (2R,4R)-1-(5-chloro-3-(1-(tetrahydro-2H-pyran-2-yl)-1H-pyrazol-5-yl)-1-(2,2,2-trifluoroethyl)-1H-pyrazolo[4,3-b]pyridin-7-yl)-2-methylpiperidin-4-ol